CC/C=C\C/C=C\C/C=C\CCCCCCCC(=O)O[C@H](COC(=O)CC/C=C\C/C=C\C/C=C\C/C=C\C/C=C\C/C=C\CC)COP(=O)([O-])OCC[N+](C)(C)C 1-(4Z,7Z,10Z,13Z,16Z,19Z-docosahexaenoyl)-2-(9Z,12Z,15Z-octadecatrienoyl)-glycero-3-phosphocholine